O[C@@H]1[C@@]2(C[C@@H]2C([C@@H]1O)N1C2=NC(=NC(=C2N=C1)NCC1=NC=CC(=C1)C)C=1C=NC=C(C1)C)C(=O)NC(C)C (1S,2R,3S,5S)-2,3-dihydroxyl-N-iso-propyl-4-(6-(((4-methylpyridin-2-yl)-methyl)amino)-2-(5-methylpyridin-3-yl)-9H-purin-9-yl)bicyclo[3.1.0]hexane-1-formamide